[6-[[6-(trifluoromethyl)pyridazin-3-yl]methyl]-2-azaspiro[3.3]heptan-2-yl]methanone ethyl-2-[1-(pyridin-2-yl)-1H-pyrazol-3-yl]acetate C(C)OC(CC1=NN(C=C1)C1=NC=CC=C1)=O.FC(C1=CC=C(N=N1)CC1CC2(CN(C2)C=O)C1)(F)F